C(CCCCCCCCCCCCCCC)C(C(=O)O)CCCCCCCCCCCCCCCC 2-hexadecylstearic acid